C(C)OC(=C)C=1SC(=NN1)C1=NC(=CN=C1)N1CCCC1 2-(1-ethoxyvinyl)-5-(6-(pyrrolidin-1-yl)pyrazin-2-yl)-1,3,4-thiadiazole